1-(aminomethyl)-N-cyclopropylcyclopentane-1-amine NCC1(CCCC1)NC1CC1